(R)-3-((5-chloro-1H-indol-2-yl)methyl)-1-methyl-1-(1-(1-methylazetidine-3-carbonyl)piperidin-3-yl)urea ClC=1C=C2C=C(NC2=CC1)CNC(N([C@H]1CN(CCC1)C(=O)C1CN(C1)C)C)=O